NC=1C(=NC=CC1C)OC1C2C3=C(C1CC2)C=C(C=C3)OC3=NC=CC(=C3N)C 3,6-bis(3-amino-4-methyl-2-pyridyloxy)benzonorbornene